((perfluoroethane-1,2-diyl)bis(oxy))bis(2,2-difluoroethane-2,1-diyl) diacrylate C(C=C)(=O)OCC(F)(F)OC(C(OC(COC(C=C)=O)(F)F)(F)F)(F)F